4-(3-methoxybenzyl)-2-(3-methoxyphenyl)quinoline COC=1C=C(CC2=CC(=NC3=CC=CC=C23)C2=CC(=CC=C2)OC)C=CC1